1,2,3,4,6-O-Penta-Galloylglucose C(C1=CC(O)=C(O)C(O)=C1)(=O)C(=O)[C@](O)([C@@](O)([C@](O)([C@H](O)COC(C1=CC(O)=C(O)C(O)=C1)=O)C(C1=CC(O)=C(O)C(O)=C1)=O)C(C1=CC(O)=C(O)C(O)=C1)=O)C(C1=CC(O)=C(O)C(O)=C1)=O